p-(mercaptomethyl)phenol SCC1=CC=C(C=C1)O